octanediol citrate sebacate C(CCCCCCCCC(=O)O)(=O)O.C(CC(O)(C(=O)O)CC(=O)O)(=O)O.C(CCCCCCC)(O)O